4-(4-Bromophenyl)dibenzo[b,d]furan BrC1=CC=C(C=C1)C1=CC=CC2=C1OC1=C2C=CC=C1